1-(4-(6-chloro-7-(5-cyclopropyl-2-fluoro-phenyl)quinazolin-4-yl)piperazin-1-yl)prop-2-en-1-one ClC=1C=C2C(=NC=NC2=CC1C1=C(C=CC(=C1)C1CC1)F)N1CCN(CC1)C(C=C)=O